C(C)OC(=O)C1=NC(=CC(=C1)C1=CC=C(C=C1)C)C(=O)OCC 4-(4-tolyl)pyridine-2,6-dicarboxylic acid diethyl ester